ClC=1N=C(C2=C(N1)C(=C(N=C2)Cl)F)N2CC(CCC2)CO (1-(2,7-dichloro-8-fluoropyrido[4,3-d]pyrimidin-4-yl)piperidin-3-yl)methanol